C(C)(C)(C)OC(=O)N1C(CNCC1)C=1C=NC=CC1 pyridin-3-yl-piperazine-1-carboxylic acid tert-butyl ester